ClC1=CC(=C(C=C1)NC1=NC2=CC(=CC=C2C=N1)OC)C ((4-chloro-2-methylphenyl)amino)-7-methoxyquinazoline